C(CCCCC\C=C\CC)=O (E)-7-decenal